[6-(methoxycarbonyl)pyridin-2-yl]-methyl-1,2-diaminoethane COC(=O)C1=CC=CC(=N1)C(CN)(N)C